C[C@H]1CN(CCN1C1=C(C=C(C=C1)[N+](=O)[O-])C)C(=O)OC(C)(C)C tert-butyl (3S)-3-methyl-4-(2-methyl-4-nitrophenyl)piperazine-1-carboxylate